1-((1-ethylpyrrolidin-2-yl)methyl)-1H-benzo[d]imidazole-6-carboxylic acid C(C)N1C(CCC1)CN1C=NC2=C1C=C(C=C2)C(=O)O